(1r,4r)-N1-(5-Methyl-4-(7-(pyrimidin-5-ylamino)imidazo[1,2-a]pyridin-3-yl)pyrimidin-2-yl)cyclohexane-1,4-diamine CC=1C(=NC(=NC1)NC1CCC(CC1)N)C1=CN=C2N1C=CC(=C2)NC=2C=NC=NC2